ethylenedistearic acid C(CCCCCCCCCCCCCCCCCCC(=O)O)CCCCCCCCCCCCCCCCCC(=O)O